C(C)(C)(C)OC(=O)N1CCC(CC1)OC1CC(C1)O 4-((1r,3r)-3-hydroxycyclobutoxy)piperidine-1-carboxylic acid tert-butyl ester